5-{[6-(1,3-benzothiazol-5-yl)pyridin-2-yl]oxy}-2-fluorophenol S1C=NC2=C1C=CC(=C2)C2=CC=CC(=N2)OC=2C=CC(=C(C2)O)F